N-(4-cyclobutyl-5-(5-(2-hydroxypropan-2-yl)thiophen-2-yl)-1-methyl-1H-pyrazol-3-yl)-3,3-difluorocyclobutane-1-carboxamide C1(CCC1)C=1C(=NN(C1C=1SC(=CC1)C(C)(C)O)C)NC(=O)C1CC(C1)(F)F